N-[[(2S)-6-(3-methylbutanoyl)-6-azaspiro[2.5]octan-2-yl]methyl]-1,3-dihydropyrrolo[3,4-c]pyridine-2-carboxamide CC(CC(=O)N1CCC2([C@H](C2)CNC(=O)N2CC=3C=NC=CC3C2)CC1)C